ClC=1C=C(C=C(C1)F)C(CC(=O)O)CC(=O)NC 3-(3-chloro-5-fluorophenyl)-5-(methylamino)-5-oxopentanoic acid